C(C)(C)(C)C1=NC(=CC(=N1)C(C)(C)C)C(C)(C)C 2,4,6-tri-tert-butylpyrimidine